BrC1=CC=C(C=C1)C=1OC2=CC=CC=C2C(C1)P(C1=CC=CC=C1)C1=CC=CC=C1 2-(4-bromophenyl)-4-(diphenylphosphino)-4H-chromene